C1CCC12CN(CC2)CC=2N(C1=CC(=CC=C1C2)CN2N=NC(=C2)C2=C1C=NNC1=CC(=C2)[Se]C#N)C(=O)OC(C)(C)C Tert-butyl 2-((6-azaspiro[3.4]octan-6-yl)methyl)-6-((4-(6-selenocyano-1H-indazol-4-yl)-1H-1,2,3-triazol-1-yl)methyl)-1H-indole-1-carboxylate